5-(4-(2-(1-(4-(4-amino-3-(4-phenoxyphenyl)-1H-pyrazolo[3,4-d]pyrimidin-1-yl)piperidine-1-carbonyl)piperidin-4-yl)ethyl)piperazin-1-yl)-2-(2,6-dioxopiperidin-3-yl)isoindoline-1,3-dione NC1=C2C(=NC=N1)N(N=C2C2=CC=C(C=C2)OC2=CC=CC=C2)C2CCN(CC2)C(=O)N2CCC(CC2)CCN2CCN(CC2)C=2C=C1C(N(C(C1=CC2)=O)C2C(NC(CC2)=O)=O)=O